7-(3-(N-(4-chloro-2,6-dimethylphenyl)sulfamoyl)phenyl)hept-6-ynoic acid ClC1=CC(=C(C(=C1)C)NS(=O)(=O)C=1C=C(C=CC1)C#CCCCCC(=O)O)C